Tert-butyl (1S,4S)-5-[2-(3,5-dimethoxy-N-[3-(1-methylpyrazol-4-yl)quinoxalin-6-yl]anilino)ethyl]-2,5-diazabicyclo[2.2.1]heptane-2-carboxylate COC=1C=C(N(C=2C=C3N=C(C=NC3=CC2)C=2C=NN(C2)C)CCN2[C@@H]3CN([C@H](C2)C3)C(=O)OC(C)(C)C)C=C(C1)OC